2-[2,6-diethoxy-4-(2-methyl-1,3-dioxolan-2-yl)phenyl]propan-2-ol C(C)OC1=C(C(=CC(=C1)C1(OCCO1)C)OCC)C(C)(C)O